(2R,3R,4S,5R,6R)-6-((1-(tert-butyl)-1H-1,2,3-triazol-4-yl)methyl)-4-(4-(2,3-difluoro-4-methylphenyl)-1H-1,2,3-triazol-1-yl)-2-(hydroxymethyl)-5-methoxytetrahydro-2H-pyran-3-ol C(C)(C)(C)N1N=NC(=C1)C[C@@H]1[C@@H]([C@H]([C@H]([C@H](O1)CO)O)N1N=NC(=C1)C1=C(C(=C(C=C1)C)F)F)OC